[N+]1(=CC=CC=2CCCC3(C12)COCC3)[O-] 4,5,6',7'-tetrahydro-2H,5'H-spiro[furan-3,8'-quinoline]-1'-oxide